C(C)(C)(C)OC(=O)N1C[C@@H]([C@H](CC1)N1N=CC(=C1Cl)[N+](=O)[O-])F (3S,4S)-4-(5-chloro-4-nitro-1H-pyrazol-1-yl)-3-fluoropiperidine-1-carboxylic acid tert-butyl ester